tributylmethylammonium triflate [O-]S(=O)(=O)C(F)(F)F.C(CCC)[N+](C)(CCCC)CCCC